Cl.ClC=1C=CC(=C(C1)C1=CC(=C(N1C)C)C(=O)O)C(=O)N1CC2=CC=CC=C2C[C@H]1CN1CCOCC1 5-{5-chloro-2-[(3S)-3-[(morpholin-4-yl)methyl]-3,4-dihydroisoquinoline-2(1H)-carbonyl]phenyl}-1,2-dimethyl-1H-pyrrole-3-carboxylic acid hydrochloride